N-(4-amino-1-tetrahydropyran-2-yl-pyrazolo[4,3-c]pyridin-7-yl)-N'-cyclobutyl-N'-[[4-(trifluoromethyl)phenyl]methyl]oxamide NC1=NC=C(C2=C1C=NN2C2OCCCC2)NC(=O)C(=O)N(CC2=CC=C(C=C2)C(F)(F)F)C2CCC2